hydroxy-[1,1'-biphenyl]-4-sulfonamide OC1=C(C=CC(=C1)S(=O)(=O)N)C1=CC=CC=C1